Tert-Butyl N-[7-[(6S)-6-[3-amino-6-methylthieno[2,3-b]pyridine-2-amido]-5,6,7,8-tetrahydroquinolin-2-yl]-1,4-dioxa-7-azaspiro[4.4]nonan-9-yl]carbamate NC1=C(SC2=NC(=CC=C21)C)C(=O)N[C@@H]2CC=1C=CC(=NC1CC2)N2CC1(OCCO1)C(C2)NC(OC(C)(C)C)=O